(R)-N-((S)-1-(4-(3,3-dimethyl-2-oxoindolin-1-yl)piperidin-1-yl)-1-oxo-4-phenylbutan-2-yl)piperidine-3-carboxamide citric acid salt C(CC(O)(C(=O)O)CC(=O)O)(=O)O.CC1(C(N(C2=CC=CC=C12)C1CCN(CC1)C([C@H](CCC1=CC=CC=C1)NC(=O)[C@H]1CNCCC1)=O)=O)C